N-((2S,3R,4R,5S,6S)-6-((7H-purin-6-yl)amino)-4,5-dihydroxy-2-methyltetrahydro-2H-pyran-3-yl)-2-(methylamino)acetamide N1=CN=C2N=CNC2=C1N[C@@H]1[C@H]([C@@H]([C@H]([C@@H](O1)C)NC(CNC)=O)O)O